CC1C(CCCC1C)N 2,3-dimethylcyclohexylamine